N-(adamantan-2-yl)-2-(6-(4-chlorophenyl)-1,1-dioxido-1,2,6-thiadiazinan-2-yl)acetamide C12C(C3CC(CC(C1)C3)C2)NC(CN2S(N(CCC2)C2=CC=C(C=C2)Cl)(=O)=O)=O